1-N-[4-[[6-(dimethyl-carbamoyl)-7-methoxy-1,5-naphthyridin-4-yl]oxy]phenyl]-1-N'-(4-fluorophenyl)cyclopropane-1,1-dicarboxamide CN(C(=O)C=1N=C2C(=CC=NC2=CC1OC)OC1=CC=C(C=C1)NC(=O)C1(CC1)C(=O)NC1=CC=C(C=C1)F)C